2,2'-diethyl-4,4'-bipyridine C(C)C1=NC=CC(=C1)C1=CC(=NC=C1)CC